C1(CC1)C=1N=NN(C1)[C@H](C(=O)N1[C@@H](C[C@H](C1)O)C(=O)NCCN1N=CN=N1)C(C)(C)C (2S,4r)-1-[(2S)-2-(4-cyclopropyl-triazol-1-yl)-3,3-dimethyl-butyryl]-4-hydroxy-N-[2-(tetrazol-2-yl)ethyl]pyrrolidine-2-carboxamide